rac-(1S,2R,4R)-4-amino-2-methylcyclohexan-1-ol N[C@H]1C[C@H]([C@H](CC1)O)C |r|